6-allyl-8-(5-allyl-2-hydroxyphenyl)-2-oxo-2H-chromene-3-carboxylic acid ethyl ester C(C)OC(=O)C=1C(OC2=C(C=C(C=C2C1)CC=C)C1=C(C=CC(=C1)CC=C)O)=O